12,12-dimethoxy-5,9-dimethyldodec-8-en COC(CCC(=CCCC(CCCC)C)C)OC